N-(2-(3-Chlorophenoxy)ethyl)-1-(2-phenoxyacetyl)piperidin-4-carboxamid ClC=1C=C(OCCNC(=O)C2CCN(CC2)C(COC2=CC=CC=C2)=O)C=CC1